1-(2-(5-(6-methoxy-2-(trifluoromethyl)pyridin-3-yl)isoindolin-2-yl)-2-oxoethyl)-1H-1,2,4-triazole-3-carbonitrile COC1=CC=C(C(=N1)C(F)(F)F)C=1C=C2CN(CC2=CC1)C(CN1N=C(N=C1)C#N)=O